C(C1=CC=CC=C1)C=1NC(=NN1)C(=O)N[C@H]1C=2N(C3=C(OC1)C=CC=C3)C=CN2 (S)-5-benzyl-N-(4,5-dihydrobenzo[b]imidazo[1,2-d][1,4]oxazepin-4-yl)-4H-1,2,4-triazole-3-carboxamide